Cl[SiH](CCCC1=CC=CC=C1)Cl dichloro(3-phenylpropyl)silane